4,4'-methylenebis(1,3-dioxolan-2-one) C(C1OC(OC1)=O)C1OC(OC1)=O